NC1=CC(=C2N=CC=NC2=C1)C=1C=CC(=NC1)N1C[C@H](CC1)NC(C1=C(C=CC=C1)F)=O (S)-N-(1-(5-(7-aminoquinoxalin-5-yl)pyridin-2-yl)pyrrolidin-3-yl)-2-fluorobenzamide